4-[(9z,12z)-octadienyl]-(13z,16z)-tricosadiene-1,4-diol C(=CC=CCCCC)C(CC=CO)(C=CCCCCCCCCCCCCCCCCC)O